(4-(Ethylsulfonyl)benzyl)-1-(3-(trifluoromethyl)benzyl)-1H-indole-5-carboxamide C(C)S(=O)(=O)C1=CC=C(CC=2N(C3=CC=C(C=C3C2)C(=O)N)CC2=CC(=CC=C2)C(F)(F)F)C=C1